N-Ethyl-N-[(E)-(1-Hydroxy-3H-2,1-benzoxaborol-5-yl)methylenamino]thieno[3,2-d]pyrimidin-4-amin C(C)N(C=1C2=C(N=CN1)C=CS2)/N=C/C=2C=CC1=C(COB1O)C2